[Si](C)(C)(C(C)(C)C)OCCOC=1C=CN=C2C(=CC(=NC12)Cl)C 8-(2-((tert-butyldimethylsilyl)oxy)ethoxy)-2-chloro-4-methyl-1,5-naphthyridine